ClC=1C=C2C(=NC(=NC2=C(C1C1=NC(=CC(=C1C(F)(F)F)C)N(C)CC1=CC=C(C=C1)OC)F)F)N1[C@H](CN(CC1)C(=O)OC(C)(C)C)C tert-butyl (3S)-4-(6-chloro-2,8-difluoro-7-(6-((4-methoxybenzyl)(methyl)amino)-4-methyl-3-(trifluoromethyl)pyridin-2-yl)quinazolin-4-yl)-3-methylpiperazine-1-carboxylate